(R)-6-(5-(((1-(2-chloropyridin-3-yl)ethoxy)carbonyl)amino)-1-methyl-1H-1,2,3-triazol-4-yl)-2-fluoronicotinic acid ClC1=NC=CC=C1[C@@H](C)OC(=O)NC1=C(N=NN1C)C1=NC(=C(C(=O)O)C=C1)F